N1N=C(CC1)C(=O)O 4,5-dihydro-1H-pyrazole-3-carboxylic acid